tert-butyl N-[2-[2-[2-[2-[2-(3-hydroxycyclobutoxy)ethoxy]ethoxy]ethoxy]ethoxy]ethyl]-N-methyl-carbamate OC1CC(C1)OCCOCCOCCOCCOCCN(C(OC(C)(C)C)=O)C